(2-chlorobenzyl)-3-(4-isobutylphenyl)-5-methoxy-2-methyl-1H-indole ClC1=C(CN2C(=C(C3=CC(=CC=C23)OC)C2=CC=C(C=C2)CC(C)C)C)C=CC=C1